NCCC=1C=NC(=NC1)C1=C(C=C(C#N)C=C1)OC1=NC(=NC(=C1)N1CCCC1)C 4-[5-(2-aminoethyl)pyrimidin-2-yl]-3-(2-methyl-6-pyrrolidin-1-ylpyrimidin-4-yl)oxybenzonitrile